2-(methanesulfonyl)acetophenone CS(=O)(=O)CC(=O)C1=CC=CC=C1